N1C(CNCC1)C(C(=O)O)C piperazin-2-yl-propionic acid